bipyridinyl-3-carboxylic acid ethyl ester C(C)OC(=O)C=1C(=NC=CC1)C1=NC=CC=C1